5-(piperidin-2-yl)isoindoline N1C(CCCC1)C=1C=C2CNCC2=CC1